[Cl-].C1C=2C=3C(C[NH2+]C1)COCC3C=C3C2OCO3 1,2,3,4,4a,7-Hexahydro-5H-[1,3]dioxolo[4',5':6,7]isochromeno[4,5-cd]azepin-3-ium chloride